CC1=C2CN(C(C2=CC=C1)=O)C1CCC(CC1)C(=O)O (1s,4s)-4-(4-methyl-1-oxoisoindolin-2-yl)cyclohexanecarboxylic acid